(S)-7-(1-amino-1,3-dihydrospiro[indene-2,4'-piperidine]-1'-yl)-3-(2-amino-3-chloropyridine-4-yl)pteridine-2,4(1H,3H)-dione N[C@@H]1C2=CC=CC=C2CC12CCN(CC2)C2=CN=C1C(N(C(NC1=N2)=O)C2=C(C(=NC=C2)N)Cl)=O